C1(=CC=CC=C1)C1(N(CCC2=CC=C(C=C12)C)C)C#N 1-phenyl-1-cyano-2,7-dimethyl-1,2,3,4-tetrahydroisoquinoline